C1(CC1)N(C(=O)[C@H]1N(CCC1)C(=O)OCC1=CC=CC=C1)C1=CC=C(C=C1)F benzyl (S)-2-(cyclopropyl(4-fluorophenyl)carbamoyl)pyrrolidine-1-carboxylate